(1r,2'S,4S)-4-(3-chloroanilino)-2'-[(2R)-3-{[(5R,7R)-5,7-dimethyl-5,6,7,8-tetrahydroquinolin-4-yl]oxy}-2-methylpropyl]-2',3'-dihydrospiro[cyclohexane-1,1'-indene]-4-carboxylic acid ClC=1C=C(NC2(CCC3([C@H](CC4=CC=CC=C34)C[C@H](COC3=CC=NC=4C[C@@H](C[C@H](C34)C)C)C)CC2)C(=O)O)C=CC1